FC=1C=C2C=CC=NC2=C(C1)F 6,8-difluoroquinoline